C(C)(C)(C)OC(=O)N1CC2=CC=CC(=C2CC1)C1=C2C=C(NC2=C(C(=C1F)F)C(N)=O)C 5-(7-carbamoyl-5,6-difluoro-2-methyl-1H-indol-4-yl)-3,4-dihydroisoquinoline-2(1H)-carboxylic acid tert-butyl ester